C(C)N(CC[Si](OC)(OC)OC)CC (2-diethylaminoethyl)trimethoxysilane